tert-Butyl 2-(3-(2,4-difluoro-3-hydroxy-5-(trifluoromethyl)phenyl)-1-methyl-1H-pyrazolo[3,4-d]pyrimidin-6-yl)piperidine-1-carboxylate FC1=C(C=C(C(=C1O)F)C(F)(F)F)C1=NN(C2=NC(=NC=C21)C2N(CCCC2)C(=O)OC(C)(C)C)C